N-(5-fluoropyridin-2-yl)-2-(6-isopropyl-2-(4-methyl-6-(methylsulfanyl)pyridin-3-yl)-5,8-dioxo-5,6,7,8-tetrahydro-4H-pyrazolo[1,5-a]pyrrolo[3,4-d]pyrimidin-4-yl)acetamide FC=1C=CC(=NC1)NC(CN1C=2N(C(C3=C1C(N(C3)C(C)C)=O)=O)N=C(C2)C=2C=NC(=CC2C)SC)=O